tert-butyl N-(7-hydroxyheptyl)carbamate OCCCCCCCNC(OC(C)(C)C)=O